O1C(=NC2=C1C=CC=C2)SCCCCOC2=CC=C(C=C2)C(C=CC2=CC=CC=C2)=O 1-(4-(4-(benzo[d]oxazol-2-yl-thio)butoxy)phenyl)-3-phenyl-2-propen-1-one